NC=1C2=C(N=CN1)N(C(=C2C=2NC1=CC=CC=C1C2)C2=CC=C(C=C2)NC(C=C)=O)C N-(4-(4-amino-5-(1H-indol-2-yl)-7-methyl-7H-pyrrolo[2,3-d]pyrimidin-6-yl)phenyl)acrylamide